4-pentene-1-thiol C(CCC=C)S